5-Bromo-2-ethylbenzoic acid BrC=1C=CC(=C(C(=O)O)C1)CC